di(1,3-di-methylbutyl)sulfosuccinate CC(CC(C)C)C(C(C(=O)[O-])S(=O)(=O)O)(C(=O)[O-])C(CC(C)C)C